(2-((S)-1-(2,3-difluorobenzyl)-5-oxopyrrolidin-2-yl)acetyl)-L-valylglycine FC1=C(CN2[C@@H](CCC2=O)CC(=O)N[C@@H](C(C)C)C(=O)NCC(=O)O)C=CC=C1F